Cl.FC(CN1C(C=CC(=C1)C1CNCCC1(F)F)=O)F 1-(2,2-difluoroethyl)-5-(4,4-difluoropiperidin-3-yl)pyridin-2(1H)-one hydrochloride